C1=CC=CC=2C3=CC=CC=C3C(C12)COC(=O)N[C@@H](C)C(=O)N([C@@H](C)C(=O)N[C@@H](CC(N)=O)C(=O)OC(C)(C)C)C Tert-butyl N-{[(9H-fluoren-9-yl)methoxy]carbonyl}-L-alanyl-N-methyl-L-alanyl-L-asparaginate